7-(aminomethyl)-2-methyl-1-oxo-2,4a,5,7a-tetrahydro-1H-cyclopenta[c]pyridine-4-carboxylic acid methyl ester COC(=O)C=1C2C(C(N(C1)C)=O)C(=CC2)CN